6-(3-aminopropoxy)-2(1H)-quinolinone NCCCOC=1C=C2C=CC(NC2=CC1)=O